BrC=1C=CC=C2/C(/C(NC12)=O)=C/1\C(N(/C(/S1)=N/C1=CC=CC=C1)CCN1CCOCC1)=O (Z)-5-((Z)-7-bromo-2-oxoindolin-3-ylidene)-3-(2-morpholinoethyl)-2-(phenylimino)thiazolidin-4-one